5-((((1r,3r)-3-((6-(trifluoromethyl)pyridin-3-yl)oxy)cyclobutyl)amino)methyl)isoquinolin-3-amine FC(C1=CC=C(C=N1)OC1CC(C1)NCC1=C2C=C(N=CC2=CC=C1)N)(F)F